(4-((4-(tert-butyl)phenyl)thio)-phenyl)(4-(4-hydroxyphenoxy)phenyl)methanone C(C)(C)(C)C1=CC=C(C=C1)SC1=CC=C(C=C1)C(=O)C1=CC=C(C=C1)OC1=CC=C(C=C1)O